Xanthinol Niacinate CN(CCO)CC(O)CN1C=NC2=C1C(=O)N(C)C(=O)N2C.O=C(O)C1C=CC=NC=1